bis(4-acryloyloxyphenyl)propane C(C=C)(=O)OC1=CC=C(C=C1)C(C)(C)C1=CC=C(C=C1)OC(C=C)=O